2-(cis-3-fluorocyclobutyl)-1-[(2R,4R)-2-methyltetrahydro-2H-pyran-4-yl]-1H-imidazo[4,5-c]quinoline-8-carbonitrile F[C@H]1C[C@H](C1)C=1N(C2=C(C=NC=3C=CC(=CC23)C#N)N1)[C@H]1C[C@H](OCC1)C